F\C(\C(=O)N1[C@H](CN(CC1)C=1C2=C(N=C(N1)OC[C@H]1N(CCC1)C)C(=C(N=C2)C2=CC=CC1=CC=C(C=C21)F)F)CC#N)=C/C=2SC=CN2 2-((S)-1-((Z)-2-fluoro-3-(thiazol-2-yl)acryloyl)-4-(8-fluoro-7-(7-fluoronaphthalen-1-yl)-2-(((S)-1-methylpyrrolidin-2-yl)methoxy)pyrido[4,3-d]pyrimidin-4-yl)piperazin-2-yl)acetonitrile